lithium fluoroborate salt F[B-](F)(F)F.[Li+]